5-Methylbenzo[d]oxazol-6-amine CC=1C(=CC2=C(N=CO2)C1)N